CC1CCC2(CC1)OC=1C=C(C=CC1C=1N=C(SC12)N)C(F)(F)F 4'-methyl-7-(trifluoromethyl)spiro[chromeno[4,3-d]thiazole-4,1'-cyclohexan]-2-amine